1-(7-((3S,4R)-4-(2-chlorophenyl)-6,6-dimethyltetrahydro-2H-pyran-3-carbonyl)-2,7-diazaspiro[3.5]nonan-2-yl)prop-2-en-1-one ClC1=C(C=CC=C1)[C@H]1[C@@H](COC(C1)(C)C)C(=O)N1CCC2(CN(C2)C(C=C)=O)CC1